3-(5-hydroxy-1-methyl-6-nitro-1H-benzo[d]imidazol-2-yl)propionic acid OC1=CC2=C(N(C(=N2)CCC(=O)O)C)C=C1[N+](=O)[O-]